C1(CCC1)[C@H](C1=NC=C(C=C1Cl)Cl)C1N(C(C2=CC=C(C=C12)C(=O)N)=O)C1C(NC(CC1)=O)=O ((S)-cyclobutyl(3,5-dichloropyridin-2-yl)methyl)-2-(2,6-dioxopiperidin-3-yl)-1-oxoisoindoline-5-carboxamide